N1C=NC2=C1C=CC(=C2)\C=C\2/N=C(NC2=O)NC21CC3(CC(CC(C2)C3)C1)OC (4Z)-4-(1H-Benzimidazol-5-ylmethylene)-2-[(3-methoxy-1-adamantyl)amino]-1H-imidazol-5-one